[Cl-].[Cl-].C1(=CC(=CC=C1)C(=[Zr+2](C1=C(C(=CC=2C3=CC(=C(C=C3CC12)C)C(C)(C)C)C(C)(C)C)C)C1C=CC=C1)C=1C=C(C=CC1)C)C di(m-tolyl)methylene(cyclopentadienyl)(2,7-dimethyl-3,6-di-t-butylfluorenyl)zirconium dichloride